calcium chlorine aluminum [Al].[Cl].[Ca]